ClC1=CC=C(OC2=CC=C(CNC3=NC(=NC=4N3N=CC4C(C)C)NC4CCOCC4)C=C2)C=C1 N4-(4-(4-chlorophenoxy)benzyl)-8-isopropyl-N2-(tetrahydro-2H-pyran-4-yl)pyrazolo[1,5-a][1,3,5]triazine-2,4-diamine